FC=1C=CC(=C(C1)N(S(=O)(=O)C)C)[N+](=O)[O-] N-(5-fluoro-2-nitrophenyl)-N-methyl-methanesulfonamide